N,2-dimethyl-N-[rac-(4R)-8-methyl-1-[2-methyl-4-(1-methylpyrazol-4-yl)phenyl]sulfonyl-3,4-dihydro-2H-quinolin-4-yl]propane-2-sulfinamide CN(S(=O)C(C)(C)C)[C@@H]1CCN(C2=C(C=CC=C12)C)S(=O)(=O)C1=C(C=C(C=C1)C=1C=NN(C1)C)C |r|